CN1N=CC2=C1N=C(N(C2=O)C)\C=C\C2=CC(=C(C(=C2)OC)OC)OC (E)-1,5-dimethyl-6-(3,4,5-trimethoxystyryl)-1,5-dihydro-4H-pyrazolo[3,4-d]pyrimidin-4-one